1,4-Diazepan N1CCNCCC1